Phosphonoacetic acid sodium salt [Na+].P(=O)(O)(O)CC(=O)[O-]